2-[2-(1H-indol-3-ylmethylcarbamoyl)indan-2-yl]acetic acid N1C=C(C2=CC=CC=C12)CNC(=O)C1(CC2=CC=CC=C2C1)CC(=O)O